FC1=C(C(=C(C=C1OC)OC)F)C(=O)C1=CC=2C(=CN=C(C2)NC2=C(C=C(C=C2)N2CCN(CC2)CC)[N+](=O)[O-])N1 (2,6-difluoro-3,5-dimethoxyphenyl)(5-(4-(4-ethylpiperazin-1-yl)-2-nitrophenylamino)-1H-pyrrolo[2,3-c]pyridin-2-yl)methanone